ON1CC2(CC1=O)CCN(CC2)C2CC1CCC(C2)N1C(=O)OCC ethyl (3-endo)-3-(2-hydroxy-3-oxo-2,8-diazaspiro[4.5]decan-8-yl)-8-azabicyclo[3.2.1]octane-8-carboxylate